tri-tertbutyl-borate C(C)(C)(C)OB(OC(C)(C)C)OC(C)(C)C